3-(1-oxo-5-(1-((6-oxo-1,6-dihydropyridin-3-yl)methyl)piperidin-4-yl)isoindolin-2-yl)piperidine-2,6-dione O=C1N(CC2=CC(=CC=C12)C1CCN(CC1)CC1=CNC(C=C1)=O)C1C(NC(CC1)=O)=O